CC\C=C\CCCCCCC trans-3-undecene